N1CCCC2C3C(CC=C12)C1CCCC1CC3 tetradecahydro-1H-indeno[5,4-f]quinolin